5-[(2R)-2-amino-3-methoxy-propoxy]-2,6-dichloro-N-[2-(1H-indol-3-yl)ethyl]pyrimidin-4-amine N[C@@H](COC=1C(=NC(=NC1Cl)Cl)NCCC1=CNC2=CC=CC=C12)COC